(trifluoromethoxy)phenol FC(OC1=C(C=CC=C1)O)(F)F